1-(Boc)azetidine-3-carboxylic acid C(=O)(OC(C)(C)C)N1CC(C1)C(=O)O